2-(2,4-dioxotetrahydropyrimidin-1(2H)-yl)-5-((3-(5-fluoro-1H-benzo[d]imidazol-1-yl)azetidin-1-yl)methyl)isoindoline-1,3-dione O=C1N(CCC(N1)=O)N1C(C2=CC=C(C=C2C1=O)CN1CC(C1)N1C=NC2=C1C=CC(=C2)F)=O